tert-butyl (S)-3-((3-methyl-4-oxo-8-(5-(trifluoromethyl)pyridin-2-yl)-3,4-dihydropyrido[4,3-d]pyrimidin-5-yl)amino)pyrrolidine-1-carboxylate CN1C=NC2=C(C1=O)C(=NC=C2C2=NC=C(C=C2)C(F)(F)F)N[C@@H]2CN(CC2)C(=O)OC(C)(C)C